N(N)C1=CC(=C(C=N1)C(=O)O)OC 6-hydrazino-4-methoxy-pyridine-3-carboxylic acid